6-(4-tert-butyl-5-chloro-2-methyl-phenyl)-2-methyl-3-(triazol-1-yl)-1H-pyridin-4-one C(C)(C)(C)C1=CC(=C(C=C1Cl)C1=CC(C(=C(N1)C)N1N=NC=C1)=O)C